CN1N=NC2=C1C(=CC=C2)NS(=O)(=O)C=2C=NN(C2)C2=NC=CC(=C2)C(F)(F)F N-(1-METHYL-1H-BENZO[D][1,2,3]TRIAZOL-7-YL)-1-(4-(TRIFLUOROMETHYL)PYRIDIN-2-YL)-1H-PYRAZOLE-4-SULFONAMIDE